N-(1-(7-(5-Chlorothiophen-2-yl)quinolin-5-yl)cyclopropyl)-2-methyl-5-((1-methylazetidin-2-yl)methoxy)benzamide ClC1=CC=C(S1)C1=CC(=C2C=CC=NC2=C1)C1(CC1)NC(C1=C(C=CC(=C1)OCC1N(CC1)C)C)=O